OC\C=C(/C)\CC\C=C(/C)\CCC=C(C)C E,E,E-farnesol